CN(CC(=O)N1CCN(CC1)C=1C(=C2C(=CN1)NC(=C2C(C)C)C=2C=C(C=1N(C2)N=CN1)OC)F)C 2-(dimethylamino)-1-(4-(4-fluoro-3-isopropyl-2-(8-methoxy-[1,2,4]triazolo[1,5-a]pyridin-6-yl)-1H-pyrrolo[2,3-c]pyridin-5-yl)piperazin-1-yl)ethan-1-one